N1=CC(=CC=C1)/C=C/CC(C(=O)O)C trans-3-(3-pyridyl)allyl-propionic acid